ClC1=CC=C(C=C1)C=1N=C(C(=NC1)CO)C=1C=NN(C1)C (5-(4-chlorophenyl)-3-(1-methyl-1H-pyrazol-4-yl)pyrazin-2-yl)methanol